(S)-5-((3-(2-bromo-3-(1,4-benzodioxan-6-yl)anilino)-1-methylindazol-6-ylidene)aminomethyl)-pyrrolidin-2-one BrC1=C(NC=2NN(C3=CC(C=CC23)=NC[C@@H]2CCC(N2)=O)C)C=CC=C1C1=CC2=C(OCCO2)C=C1